ClC=1C=C(OC2CCC(CC2)NC(=O)C=2N=NC(=CC2)N2CCC(CC2)CO)C=CC1C#N N-((1r,4r)-4-(3-chloro-4-cyanophenoxy)cyclohexyl)-6-(4-(hydroxymethyl)piperidin-1-yl)pyridazin-3-carboxamide